C(C1=CC=CC=C1)C(=S)SCCC(=O)O 3-(benzylthiocarbonylsulfanyl)propionic acid